COC=1C=C(/C=C/C(=O)O)C=CC1OC trans-3,4-dimethoxycinnamic acid